6-chloro-N-(cyclopropylmethyl)-N-[1-(3-pyrimidin-2-ylpyrazin-2-yl)ethyl]-8-(trifluoromethyl)quinazolin-4-amine ClC=1C=C2C(=NC=NC2=C(C1)C(F)(F)F)N(C(C)C1=NC=CN=C1C1=NC=CC=N1)CC1CC1